NCC[SiH2]C(OC)OC 2-Aminoethyl(dimethoxymethylsilane)